S1C(=NC2=C1C=CC=C2)NC(=O)C=2C=CC=C1CCN(CC21)C2=CC=C(C(=N2)C(=O)NS(=O)(=O)CCCCCC(=O)OCC)C=2C=NN(C2C)CC2CCCCC2 ethyl 6-[[6-[8-(1,3-benzothiazol-2-ylcarbamoyl)-3,4-dihydro-1H-isoquinolin-2-yl]-3-[1-(cyclohexylmethyl)-5-methyl-pyrazol-4-yl]pyridine-2-carbonyl]sulfamoyl]hexanoate